CC(C(=O)OC(COC)C)C propylene glycol methyl ether 2-methylpropionate